Cl.Cl.CC=1N(C=CN1)[C@@H](C)C1=CC=C(N)C=C1 (S)-4-(1-(2-methyl-1H-imidazol-1-yl)ethyl)aniline dihydrochloride